FC1=C(C=CC(=C1)C(F)(F)F)COCC1CN(C1)C(=O)N1C[C@@H]2[C@@H](OCC(N2)=O)CC1 (4aR,8aS)-6-[3-[[2-Fluoro-4-(trifluoromethyl)phenyl]methoxymethyl]azetidine-1-carbonyl]-4,4a,5,7,8,8a-hexahydropyrido[4,3-b][1,4]oxazin-3-one